3-((2S,3S,4R,5R)-5-((bis(4-methoxyphenyl)(phenyl)methoxy)methyl)-3-fluoro-4-hydroxytetrahydrofuran-2-yl)pyrimidine-2,4(1H,3H)-dione COC1=CC=C(C=C1)C(OC[C@@H]1[C@H]([C@@H]([C@H](O1)N1C(NC=CC1=O)=O)F)O)(C1=CC=CC=C1)C1=CC=C(C=C1)OC